5-((5-(2-(((1S,3R)-3-aminocyclohexyl)oxy)-6-methoxyphenyl)-1H-pyrazol-3-yl)amino)pyrazine-2-carbonitrile N[C@H]1C[C@H](CCC1)OC1=C(C(=CC=C1)OC)C1=CC(=NN1)NC=1N=CC(=NC1)C#N